5-chloro-1'-[2-(3-chloro-4-methanesulfonyl-phenoxy)ethyl]-1,2-dihydrospiro[indole-3,4'-piperidin]-2-one ClC=1C=C2C(=CC1)NC(C21CCN(CC1)CCOC1=CC(=C(C=C1)S(=O)(=O)C)Cl)=O